Tert-butyl-N-[2-(4-formylcyclohexyl)-6-(1-hydroxy-1-methyl-ethyl)indazol-5-yl]pyrazolo[1,5-a]pyrimidine-3-carboxamide C(C)(C)(C)C1=NN2C(N=CC=C2)=C1C(=O)NC1=CC2=CN(N=C2C=C1C(C)(C)O)C1CCC(CC1)C=O